C1(=CC=CC=C1)C(=N[C@@H](CCOC)C(=O)OC(C)(C)C)C1=CC=CC=C1 Tert-Butyl N-(diphenylmethylene)-O-methylhomoserinate